(S)-methyl morpholine-3-carboxylate N1[C@@H](COCC1)C(=O)OC